BrC1=C(N(C=2N=CN=C(C21)N)C)I 5-bromo-6-iodo-7-methyl-7H-pyrrolo[2,3-d]Pyrimidin-4-amine